CN(C1CCN(CC1)C(=O)C1=CC=C(C=C1)C1=NN2C(S1)=NC=C2C2=CC=C(C#N)C=C2)C 4-(2-(4-(4-(dimethylamino)piperidine-1-carbonyl)phenyl)imidazo[2,1-b][1,3,4]thiadiazol-5-yl)benzonitrile